(2,2'-bis[(diphenylphosphino)methyl])1,1'-biphenyl C1(=CC=CC=C1)P(C1=CC=CC=C1)CC1=C(C=CC=C1)C1=C(C=CC=C1)CP(C1=CC=CC=C1)C1=CC=CC=C1